(R)-N-(1-hydroxypropan-2-yl)-6-methoxy-8-(4-(2,2,2-trifluoroethyl)piperazin-1-yl)quinoline-3-carboxamide OC[C@@H](C)NC(=O)C=1C=NC2=C(C=C(C=C2C1)OC)N1CCN(CC1)CC(F)(F)F